phenylazo-4-methoxy-2,4-dimethylvaleronitrile C1(=CC=CC=C1)N=NC(C#N)(CC(C)(C)OC)C